[3-(difluoromethyl)-6-[6-[(6-methylpyridazin-3-yl)amino]benzimidazol-1-yl]-2-pyridyl]-[2-(trifluoromethyl)azetidin-1-yl]methanone FC(C=1C(=NC(=CC1)N1C=NC2=C1C=C(C=C2)NC=2N=NC(=CC2)C)C(=O)N2C(CC2)C(F)(F)F)F